FC(C1=C(C=C(C=N1)C(O)C1=C(C(=CC=C1)F)F)C)F (6-(difluoromethyl)-5-methylpyridin-3-yl)(2,3-difluoro-phenyl)methanol